BrC=1C=C(C=C2C(N(C(=NC12)N1CCCC2(COC2)C1)C)=O)C 8-bromo-3,6-dimethyl-2-(2-oxa-8-azaspiro[3.5]nonan-8-yl)quinazolin-4-one